C(C)(C)[Si](OCC(=O)NNC(=O)C1=NC=C(C=C1N)Br)(C(C)C)C(C)C 3-amino-5-bromo-pyridine-2-carboxylic acid N'-(2-triisopropylsilanyloxy-acetyl)-hydrazide